3,5-dibromo-4-fluoroisobenzofuran-1(3H)-one BrC1OC(C2=CC=C(C(=C12)F)Br)=O